O=C(C(=O)NC=1C2=C(C=NC1)C=NN2)N2[C@H](CC[C@@H](C2)C)C=2C=CC1=C(N=C(S1)CC1C(CN(CC1)C)C)C2 2-Oxo-N-(1H-pyrazolo[4,3-c]pyridin-7-yl)-2-[(2R,5S)-2-[2-[(1,3-dimethyl-4-piperidyl)methyl]-1,3-benzothiazol-5-yl]-5-methyl-1-piperidyl]acetamide